ClC1=CC2=C(N=C(N=C2N[C@H](C)C2=CC(=CC(=C2)C(F)(F)F)[N+](=O)[O-])O)C=N1 (R)-6-chloro-4-((1-(3-nitro-5-(trifluoromethyl)phenyl)ethyl)amino)pyrido[3,4-d]pyrimidin-2-ol